(2-(6,8-difluoro-4,4-dimethyl-1,4-dihydroquinazolin-2-yl)thiazol-4-yl)benzoic acid FC=1C=C2C(N=C(NC2=C(C1)F)C=1SC=C(N1)C1=C(C(=O)O)C=CC=C1)(C)C